COC1=CC=C(C=N1)CC1=CNC=CN=C1 ((6-methoxypyridin-3-yl)methyl)-3,6-diazepine